1-(4-(difluoro(phenyl)methyl)phenyl)cyclobutan-1-ol FC(C1=CC=C(C=C1)C1(CCC1)O)(C1=CC=CC=C1)F